9-(1,3-Benzothiazol-5-yl)-6-methyl-1,4-dioxa-8-Azaspiro[4.5]Decane S1C=NC2=C1C=CC(=C2)C2NCC(C1(OCCO1)C2)C